C(C1=CC=CC=C1)OC(=O)N1CC(N(CC1)C(=O)OC(C)(C)C)=O 2-Oxopiperazine-1,4-dicarboxylic acid 1-tert-butyl ester 4-benzyl ester